5-(5-chloro-2-isopropyl-4-methoxyphenoxy)-N2-(1,1-dioxo-tetrahydro-2H-thiopyran-4-yl)pyrimidine-2,4-diamine ClC=1C(=CC(=C(OC=2C(=NC(=NC2)NC2CCS(CC2)(=O)=O)N)C1)C(C)C)OC